2-chloro-1,3-dimethylimidazoline ClC1N(CCN1C)C